tert-butyl 3-(2-ethoxy-2-oxoethyl)-3-(4-(methylthio)quinazolin-6-yl)azetidine-1-carboxylate C(C)OC(CC1(CN(C1)C(=O)OC(C)(C)C)C=1C=C2C(=NC=NC2=CC1)SC)=O